N,N-diethyl-sulfamoyl chloride C(C)N(S(=O)(=O)Cl)CC